2-(4-(((4-(4-Bromophenyl)-5-oxo-4,5-dihydro-1H-1,2,4-triazol-1-yl)methyl)thio)-2-fluorophenoxy)ethyl-2-methylpropionic acid BrC1=CC=C(C=C1)N1C=NN(C1=O)CSC1=CC(=C(OCCC(C(=O)O)(C)C)C=C1)F